CC1(OB(OC1(C)C)C1=CC=C(C=C1)C(CC(=O)OC)C)C methyl 3-[4-(4,4,5,5-tetramethyl-1,3,2-dioxaborolan-2-yl)phenyl]butanoate